2-[3-[(1-tert-butoxycarbonylazetidin-3-yl)methoxy]isoxazol-5-yl]-3-methyl-butanoic acid C(C)(C)(C)OC(=O)N1CC(C1)COC1=NOC(=C1)C(C(=O)O)C(C)C